[Si](C)(C)(C(C)(C)C)OCC(C)(CCC[C@@H](C)[C@H]1CC[C@H]2C3=CC=C4CCCC[C@]4(C)[C@H]3CC[C@]12C)O[Si](CC)(CC)CC tert-Butyldimethylsilyloxy-25-triethylsilyloxycholesta-5,7-diene